C1(=CC=CC=C1)NN=C(F)C#N fluoro-carbonyl cyanide phenylhydrazone